1-(5-(isoquinolin-7-yl)-1-methyl-1H-pyrazol-3-yl)-3-(2-methoxyphenyl)urea C1=NC=CC2=CC=C(C=C12)C1=CC(=NN1C)NC(=O)NC1=C(C=CC=C1)OC